FC1(CCN(CC1)C(=O)C=1C=C2N=C(C=NC2=CC1)C1=CC2=C(N(N=N2)C)C=C1)F (4,4-difluoro-1-piperidinyl)(3-(1-methyl-1H-benzotriazol-5-yl)-6-quinoxalinyl)methanone